5-[(di-t-Butoxyphosphoryl)oxy]pentanoic acid C(C)(C)(C)OP(=O)(OC(C)(C)C)OCCCCC(=O)O